tert-butyl (S)-3,3-difluoro-4-(4-formyl-1H-pyrazol-1-yl)piperidine-1-carboxylate FC1(CN(CC[C@@H]1N1N=CC(=C1)C=O)C(=O)OC(C)(C)C)F